Br.BrC(C(C)N)=C 3-bromobut-3-en-2-amine HBr salt